2-fluoroprop-2-enoyl chloride FC(C(=O)Cl)=C